(R)-N-(3-((5-chloro-3-methyl-4-oxo-3,4-dihydro-quinazolin-6-yl)amino)-2,4,5-trifluorophenyl)-3-fluoropyrrolidine-1-sulfonamide trifluoroacetate FC(C(=O)O)(F)F.ClC1=C2C(N(C=NC2=CC=C1NC=1C(=C(C=C(C1F)F)NS(=O)(=O)N1C[C@@H](CC1)F)F)C)=O